diphenyl-ethylenediamine ruthenium [Ru].C1(=CC=CC=C1)NCCNC1=CC=CC=C1